C(C)(C)(C)OC(=O)NCCN(C(CCOCCNC(OCC1C2=CC=CC=C2C=2C=CC=CC12)=O)=O)CCNC(OC(C)(C)C)=O tert-butyl (11-(2-((tert-butoxycarbonyl)amino)ethyl)-1-(9H-fluoren-9-yl)-3,10-dioxo-2,7-dioxa-4,11-diazatridecan-13-yl)carbamate